2-((cyclobutylmethyl)amino)-N-(4-morpholinopyrimidin-5-yl)pyrimidine-4-carboxamide C1(CCC1)CNC1=NC=CC(=N1)C(=O)NC=1C(=NC=NC1)N1CCOCC1